[Br-].OC1=C(CC2=C(C=CC=C2)P(C2=CC=CC=C2)C2=CC=CC=C2)C=CC=C1 (2-hydroxybenzyl)triphenylphosphine bromide